ClC=1C=CC(=C(C1)NC(=O)N1C2CCC1CC=1C(=NC=CC12)F)F (±)-N-(5-chloro-2-fluorophenyl)-1-fluoro-6,7,8,9-tetrahydro-5H-5,8-epiminocyclohepta[c]pyridine-10-carboxamide